(5S,8S,10aR)-3-acetyl-5-[(tert-butoxycarbonyl)-amino]-6-oxo-octahydropyrrolo[1,2-a][1,5]-diazocine-8-carboxylic acid C(C)(=O)N1CC[C@@H]2N(C([C@H](C1)NC(=O)OC(C)(C)C)=O)[C@@H](CC2)C(=O)O